5-chloro-4-(cyclopentylmethoxy)-2-fluoro-N-((trans-2-methylcyclopropyl)sulfonyl)benzamide ClC=1C(=CC(=C(C(=O)NS(=O)(=O)[C@H]2[C@@H](C2)C)C1)F)OCC1CCCC1